COC=1C=C(C=CC1)C(=C=C)P(C1=CC=CC=C1)(C1=CC=CC=C1)=O (1-(3-methoxyphenyl)propa-1,2-dien-1-yl)diphenylphosphine oxide